[Si](C1=CC=CC=C1)(C1=CC=CC=C1)(C(C)(C)C)OCC12OCC(CC1)(CC2)C(=O)O 1-(((tert-butyldiphenylsilyl)oxy)methyl)-2-oxabicyclo[2.2.2]octane-4-carboxylic acid